NC=1C2=C(N=CN1)N1C(=C2C2=CC=3C(=NC=CC3)N2)CN(CC1(C)C)C(=O)C1CCOCC1 (4-amino-9,9-dimethyl-5-(1H-pyrrolo[2,3-b]pyridin-2-yl)-8,9-dihydropyrazino[1',2':1,5]pyrrolo[2,3-d]pyrimidin-7(6H)-yl)(tetrahydro-2H-pyran-4-yl)methanone